2-cyclohexyl-2-(3,3-diphenylbutyl)-1,3-dimethoxypropane C1(CCCCC1)C(COC)(COC)CCC(C)(C1=CC=CC=C1)C1=CC=CC=C1